O(C1=CC=CC=C1)C=1C=C(C=CC1)\C=C\1/C=C(C2=CC=CC=C12)CC1=NN=NN1 5-{[(1E)-1-[(3-Phenoxyphenyl)methylidene]-1H-inden-3-yl]methyl}-1H-1,2,3,4-tetrazole